(S)-tert-butyl 2-((3-((1-(6-Fluoronaphthalen-1-yl)cyclopropyl)carbamoyl)-4-methylphenoxy)methyl)azetidine-1-carboxylate FC=1C=C2C=CC=C(C2=CC1)C1(CC1)NC(=O)C=1C=C(OC[C@H]2N(CC2)C(=O)OC(C)(C)C)C=CC1C